methyl (2R)-3-(3-cyanophenyl)-2-{[(1,2,3,5,6,7-hexahydro-s-indacen-4-yl)carbamoyl]amino}propanoate C(#N)C=1C=C(C=CC1)C[C@H](C(=O)OC)NC(NC1=C2CCCC2=CC=2CCCC12)=O